(E)-3-(3-(2-fluorophenyl)acryloyl)oxazolidine-2-one FC1=C(C=CC=C1)/C=C/C(=O)N1C(OCC1)=O